2-((S)-1-(3-cyclopropylpropionyl)-4-((S)-2-(((S)-1-methylpyrrolidin-2-yl)methoxy)-7-(naphthalen-1-yl)-5,6,7,8-tetrahydroquinazolin-4-yl)piperazin-2-yl)acetonitrile formate C(=O)O.C1(CC1)CCC(=O)N1[C@H](CN(CC1)C1=NC(=NC=2C[C@H](CCC12)C1=CC=CC2=CC=CC=C12)OC[C@H]1N(CCC1)C)CC#N